2-[(1S,2S)-1-ethyl-2-hydroxypropyl]-2,4-dihydro-3H-1,2,4-triazole-3-one C(C)[C@@H]([C@H](C)O)N1N=CNC1=O